NCC=1C(=C(C=CC1)C1=CC2=C(OC=C2COC2=C(C=CC=C2)CC(=O)OCC)C2=C1OC=C2)F ethyl 2-(2-((5-(3-(aminomethyl)-2-fluorophenyl)benzo[1,2-b:3,4-b']difuran-3-yl)methoxy)phenyl)acetate